C(C1=CC[C@@H](CC1)C(=C)C)([2H])([2H])[2H] (R)-1-(methyl-d3)-4-(prop-1-en-2-yl)cyclohex-1-ene